1-(3,5-dimethylisoxazol-4-yl)-3-(1-((4-methylquinazolin-2-yl)methyl)piperidin-4-yl)prop-2-yn-1-one CC1=NOC(=C1C(C#CC1CCN(CC1)CC1=NC2=CC=CC=C2C(=N1)C)=O)C